5-(2-hydroxyethyl)-5,6-dihydropteridine-7(8H)-one OCCN1C=2C=NC=NC2NC(C1)=O